3-methylindazole-1-carboxylic acid tert-butyl ester C(C)(C)(C)OC(=O)N1N=C(C2=CC=CC=C12)C